NC1=C(C=NN1C=1C=NC(=CC1C)OC1=C(C=CC=C1F)F)C(=O)C1=CC=2C(=CC=C3CCN(CC23)C(CO)(C)C)N1 (5-amino-1-(6-(2,6-difluorophenoxy)-4-methylpyridin-3-yl)-1H-pyrazol-4-yl)(2-(1-hydroxy-2-methylpropan-2-yl)-2,3,4,7-tetrahydro-1H-pyrrolo[2,3-H]isoquinolin-8-yl)methanone